FC=1C=C2CC[C@@](C2=CC1)(O)CC(=O)OCC |r| (±)-Ethyl 2-(5-fluoro-1-hydroxy-2,3-dihydro-1H-inden-1-yl)acetate